6-(3,4-difluorophenyl)-2-methyl-{1-[3-(1-methyl-1H-pyrazol-4-yl)phenyl]ethyl}pyrimidin-4-amine FC=1C=C(C=CC1F)C1=C(C(=NC(=N1)C)N)C(C)C1=CC(=CC=C1)C=1C=NN(C1)C